C(C)C1(NC(C2=NC=NC2=N1)=O)N 2-ethyl-guanine